FC(SC=1C=CC=C2CCC(C12)O)(F)F 7-(trifluoromethylthio)-2,3-dihydro-1H-inden-1-ol